ClC=1N=CN(C1)C1=C(C=C(C=C1)NC1=NN2C(N(CCC2)C2=CC(=CC(=C2)F)F)=N1)OC N-[4-(4-Chloroimidazol-1-yl)-3-methoxy-phenyl]-4-(3,5-difluorophenyl)-6,7-dihydro-5H-[1,2,4]triazolo[1,5-a]pyrimidin-2-amine